C(C1=CC=CC=C1)OC(=O)NC1COC2(C1)CCN(CC2)C(=O)OC(C)(C)C tert-butyl 3-(((benzyloxy) carbonyl) amino)-1-oxa-8-azaspiro[4.5]decane-8-carboxylate